1,5-diazidopentane N(=[N+]=[N-])CCCCCN=[N+]=[N-]